CC(C)(CCC(C)(OOC(C)(C)C)C)OOC(C)(C)C 2,5-Dimethyl-2,5-di(tert.-butylperoxy)hexan